ClC1(CC=C(C(C2=CC=CC=C2)(O)C(Cl)(Cl)Cl)C=C1)Cl 4,4-dichloro-α-(trichloromethyl)benzhydrol